4-ethenyl-N,N-bis(trimethylsilyl)aniline C(=C)C1=CC=C(N([Si](C)(C)C)[Si](C)(C)C)C=C1